C1(=C(C(=C(C(=C1[2H])[2H])[2H])[2H])[2H])[B] (phenyl-d5)boron